C([C@@H]1[C@H]([C@@H]([C@@H](O1)O[C@H]2[C@@H]([C@H](O[C@@H]2OC[C@@H]3[C@H]([C@@H]([C@H](O3)OC[C@@H]4[C@H]([C@@H]([C@H](O4)OC[C@@H]5[C@H]([C@@H](C(O5)O)O)O)O)O)O)O[C@@H]6[C@H]([C@@H]([C@H](O6)CO)O)O[C@H]7[C@H]([C@@H]([C@H](O7)CO)O)O)CO)O)O)O)O The molecule is a branched heptasaccharide comprising seven D-arabinofuranose units, in an assembly consisting of three arabinose residues linked alpha(1->5) with alpha-arabinosyl-(1->2)-alpha-arabinosyl disaccharide units linked to the 3- and 5-positions of the residue distal from the reducing-end residue.